C1(CC1)N(C1=NC(=C(C=2N=C(N=CC21)SC)F)C2=CC(=CC1=CC=C(C(=C21)C#C[Si](C(C)C)(C(C)C)C(C)C)F)OCOC)C N-cyclopropyl-8-fluoro-7-(7-fluoro-3-(methoxymethoxy)-8-((triisopropyl-silyl)ethynyl)naphthalen-1-yl)-N-methyl-2-(methylthio)pyrido[4,3-d]pyrimidin-5-amine